CC(C=O)(CNCCCC)C 2,2-dimethyl-3-butylaminopropanal